C1OCCC12CCN(CC2)CCNC2=C(C=C(C=C2)S(=O)(=O)N)[N+](=O)[O-] 4-(2-(2-oxa-8-azaspiro[4.5]decan-8-yl)ethylamino)-3-nitrobenzenesulfonamide